N1=C(C=CC=C1)CN1C[C@@H]2[C@H](C1)CC(C2)NC2=CC=C(N=N2)C2=CC=C(C=C2)NC(C)=O N-(4-(6-(((3aR,5s,6aS)-2-(pyridin-2-ylmethyl)octahydrocyclopenta[c]pyrrol-5-yl)amino)pyridazin-3-yl)phenyl)acetamide